4-propylaminobutane-1-sulfonic acid C(CC)NCCCCS(=O)(=O)O